ClC1=CC=C(C=C1)C=1CC(C(N(N1)C1=NN(C=C1)C)=O)C(=O)OC methyl 6-(4-chlorophenyl)-2-(1-methyl-1H-pyrazol-3-yl)-3-oxo-2,3,4,5-tetrahydropyridazine-4-carboxylate